C(#N)CC1CCC(CC1)N1C(=NC=2C1=C1C(=NC2)NC=C1)/N=N/C=1C=CC(=C(C(=O)N[C@H](CCC(=O)O)C(=O)O)C1)O (5-((E)-(1-((1R,4R)-4-(cyanomethyl)cyclohexyl)-1,6-dihydroimidazo[4,5-d]pyrrolo[2,3-b]pyridin-2-yl)diazenyl)-2-hydroxybenzoyl)-D-glutamic acid